[I-].COC=1C=C2C(=CNC2=CC1)/C=C/C1=CCN(C2=CC=CC=C12)CCCCCC (E)-4-(2-(5-methoxy-1H-indol-3-yl)vinyl)-1-n-hexylquinoline iodide salt